NS(=NC(CC1=C(C(=C(C=C1C(C)C)C#N)F)C(C)C)=O)(C1=CN=C(S1)C(CO)(CO)O)=O N-(amino(oxo)(2-(1,2,3-trihydroxypropan-2-yl)thiazol-5-yl)-λ6-sulfaneylidene)-2-(4-cyano-3-fluoro-2,6-diisopropylphenyl)acetamide